tert-butyl-[1-(4-fluorophenyl)but-3-enyloxy]-dimethyl-silane C(C)(C)(C)[Si](C)(C)OC(CC=C)C1=CC=C(C=C1)F